9-(3,5-xylyl)octadecanol C1(=CC(=CC(=C1)C)C)C(CCCCCCCCO)CCCCCCCCC